3-chloro-7-fluoro-4-(pyrimidin-2-yl)-5-(trifluoromethyl)-1H-indole-2-sulfonyl chloride ClC1=C(NC2=C(C=C(C(=C12)C1=NC=CC=N1)C(F)(F)F)F)S(=O)(=O)Cl